CN(C(OCC(=O)N1C(CC(C1)F)C(NC(C1=CC=CC=C1)C1=CC(=C(C=C1)C(C)C)F)=O)=O)C 2-[4-fluoro-2-({[3-fluoro-4-(propan-2-yl)phenyl](phenyl)methyl}carbamoyl)pyrrolidin-1-yl]-2-oxoethyl N,N-dimethylcarbamate